3-((7-(5-(difluoromethyl)-1H-pyrazol-4-yl)-4-oxoquinazolin-3(4H)-yl)methyl)-N-((tetrahydro-2H-pyran-4-yl)methyl)benzamide FC(C1=C(C=NN1)C1=CC=C2C(N(C=NC2=C1)CC=1C=C(C(=O)NCC2CCOCC2)C=CC1)=O)F